methoxyl-biphenyl O(C)C1=C(C=CC=C1)C1=CC=CC=C1